6-(1-(3-Chloropyridin-2-yl)-3-methoxy-1H-pyrazol-5-carboxamido)-5-methyl-N-((tetrahydrofuran-2-yl)methyl)pyrazolo[1,5-a]pyridin-7-carboxamid ClC=1C(=NC=CC1)N1N=C(C=C1C(=O)NC=1C(=CC=2N(C1C(=O)NCC1OCCC1)N=CC2)C)OC